N[C@@H]1[C@@H](OCC12CCN(CC2)C=2N=CC(=NC2CF)SC2=C(C(=NC=C2)N2CC(C2)C(C)(C)O)F)C 2-(1-(4-(5-((3s,4s)-4-amino-3-methyl-2-oxa-8-azaspiro[4.5]decan-8-yl)-6-(fluoromethyl)pyrazin-2-ylthio)-3-fluoropyridin-2-yl)azetidin-3-yl)propan-2-ol